methyl trans-4-[(2-cyano-4-pyridyl)oxymethyl]cyclohexanecarboxylate C(#N)C1=NC=CC(=C1)OC[C@@H]1CC[C@H](CC1)C(=O)OC